6-amino-2,4-dimethyl-7,8-dihydro-6H-pyrazolo[4,3-b]azepin-5-one NC1CCC=2C(N(C1=O)C)=CN(N2)C